C(C)(=O)C1=CC=C(C=N1)NC(OC)=O methyl (6-acetylpyridin-3-yl)carbamate